methyl (S)-3-(5-(3,5-dimethyl-1H-pyrazol-1-yl)pyridin-3-yl)-4-(2,7-diazaspiro[3.5]nonane-2-yl)butanoate CC1=NN(C(=C1)C)C=1C=C(C=NC1)[C@H](CC(=O)OC)CN1CC2(C1)CCNCC2